NC1=NC=CC=C1\C(\C)=N/[C@H](CO)C=C (S,Z)-2-((1-(2-aminopyridin-3-yl)ethylidene)amino)but-3-en-1-ol